C(C)OC(=O)C=1N=C(OC1C1=C(C=CC=C1)[N+](=O)[O-])C1=CC=C(C=C1)N(C)C 2-(4-(dimethylamino)phenyl)-5-(2-nitrophenyl)Oxazole-4-carboxylic acid ethyl ester